7,8-difluoro-10-oxa-1-azatricyclo[7.4.1.05,14]tetradeca-5,7,9(14)-trien-4-one FC=1C=C2C(CCN3CCCOC(C1F)=C32)=O